3,3-Bis(fluoromethyl)-1-(5H-imidazo[5,1-a]isoindol-5-yl)cyclobutan-1-ol FCC1(CC(C1)(O)C1N2C(C3=CC=CC=C13)=CN=C2)CF